4-(5-cyano-2-methoxyphenyl)-N-(5-(cyclopentanecarbonyl)-4,5,6,7-tetrahydrothiazolo[5,4-c]pyridin-2-yl)-6-methylnicotinamide C(#N)C=1C=CC(=C(C1)C1=CC(=NC=C1C(=O)NC=1SC=2CN(CCC2N1)C(=O)C1CCCC1)C)OC